ClC=1C=CC2=C(C(=NCC=3N2N=C(C3)C(=O)O)C3=C(C=CC=C3F)F)C1 8-chloro-6-(2,6-difluorophenyl)-4H-pyrazolo[1,5-a][1,4]benzodiazepine-2-carboxylic acid